3,5-dibromo-1-(2,2-difluoro-1,3-benzodioxol-5-yl)pyrazole BrC1=NN(C(=C1)Br)C1=CC2=C(OC(O2)(F)F)C=C1